C1(=C(C=CC=C1)N(C1=C(C=CC=C1C1=CC=CC=2OC3=C(C21)C=CC=C3)C3=CC=CC=C3)C3=C(C=CC2=CC=CC=C32)C3=CC=CC=C3)C=3C(=CC=CC3)C3=CC=CC=C3 (terphenylyl)(phenylnaphthyl)(dibenzofuranylbiphenylyl)amine